5-(3-iodophenyl)thio-3-(octahydroindolizin-7-yl)-1H-indole IC=1C=C(C=CC1)SC=1C=C2C(=CNC2=CC1)C1CCN2CCCC2C1